4-bromo-2-(methoxy-d3)aniline BrC1=CC(=C(N)C=C1)OC([2H])([2H])[2H]